2,3-dihydroxyl-6-methoxyquinoxaline OC1=NC2=CC=C(C=C2N=C1O)OC